FC(C=1C=C(OC2=C(C3=C(N=N2)OCCO3)C(=O)O)C=CC1)(F)F 3-[3-(trifluoromethyl)phenoxy]-6,7-dihydro-[1,4]dioxino[2,3-c]pyridazine-4-carboxylic acid